NC1=NN=C(S1)OCC1(CC1)C#N 1-(((5-amino-1,3,4-thiadiazol-2-yl)oxy)methyl)cyclopropane-1-carbonitrile